((5-methoxypyridin-2-yl)amino)-4-((2-(N-methyl-methylsulfonylamino)phenyl)amino)nicotinamide COC=1C=CC(=NC1)NC1=C(C(=O)N)C(=CC=N1)NC1=C(C=CC=C1)N(C)S(=O)(=O)C